Bis(3-diethoxyethylsilylpropyl)amine C(C)OC(C[SiH2]CCCNCCC[SiH2]CC(OCC)OCC)OCC